N-[(1S)-2-amino-1-[(6,6-dimethyl-2-oxo-3-piperidyl)methyl]-2-oxo-ethyl]-2-(4-methoxy-1H-indole-2-carbonyl)-2-azaspiro[4.5]decane-3-carboxamide NC([C@H](CC1C(NC(CC1)(C)C)=O)NC(=O)C1N(CC2(C1)CCCCC2)C(=O)C=2NC1=CC=CC(=C1C2)OC)=O